6-fluoro-2-(2-(methoxymethyl)-7-methylquinoxalin-5-yl)benzo[d]Thiazole FC1=CC2=C(N=C(S2)C2=C3N=CC(=NC3=CC(=C2)C)COC)C=C1